2,2-DIMETHYL-MALONAMIC ACID CC(C(=O)O)(C(=O)N)C